C(C=CC1=CC=CC=C1)(=O)OC1=C(C=C(C=C1)C1SCCCS1)Cl 2-chloro-4-(1,3-dithian-2-yl)phenyl cinnamate